5-[2-(1,3-dioxo-2,3-dihydro-1H-inden-5-yl)ethynyl]-2,3-dihydro-1H-indene-1,3-dione O=C1CC(C2=CC(=CC=C12)C#CC=1C=C2C(CC(C2=CC1)=O)=O)=O